C(C)(C)(C)C1=NN(C(=C1)NC(C(C1=CC=C(C=C1)C=1N=NN(N1)C)C1CC(CC1)(F)F)=O)C N-(3-(tert-Butyl)-1-methyl-1H-pyrazol-5-yl)-2-(3,3-difluorocyclopentyl)-2-(4-(2-methyl-2H-tetrazol-5-yl)phenyl)acetamide